OB(C=1C=C(C#N)C=CC1)O 3-(dihydroxyboranyl)benzonitrile